(E)-3-((3-(2-(2-(4-(dimethylamino)-N-methylbut-2-enamido)acetamido)ethyl)phenyl)amino)-5-(isopropyl(methyl)amino)-6-methylpyrazine-2-carboxamide CN(C/C=C/C(=O)N(C)CC(=O)NCCC=1C=C(C=CC1)NC=1C(=NC(=C(N1)N(C)C(C)C)C)C(=O)N)C